Isopropyl 5-hydroxy-2-isopropoxy-1,7-naphthyridine-6-carboxylate OC1=C2C=CC(=NC2=CN=C1C(=O)OC(C)C)OC(C)C